C/C(/C(/C=C/C)=O)=C(\C(C)C)/C (2e,5e)-5,6,7-trimethylocta-2,5-dien-4-one